NC1=NC=2C=C(C(=CC2C2=C1COC2)C(=O)N([C@H](C)C2=NC=C(C=C2)C(F)(F)F)C(C)C)F 4-amino-7-fluoro-N-(2-propanyl)-N-((1R)-1-(5-(trifluoromethyl)-2-pyridinyl)ethyl)-1,3-dihydrofuro[3,4-c]quinoline-8-carboxamide